BrC=1C=C2C(=C(C=NC2=CC1)Cl)N1C(CC(CC1)NC(OC(C)(C)C)=O)Cl tert-Butyl (1-(6-bromo-3-chloroquinolin-4-yl)chloropiperidin-4-yl)carbamate